C(#N)C1=CC=C(OC(C(=O)NC=2SC3=C(N2)C=C(C(=C3)OC)OCC3CC3)C3=CC=C(C=C3)S(=O)(=O)CC)C=C1 2-(4-Cyano-phenoxy)-N-(5-cyclopropylmethoxy-6-methoxy-benzothiazol-2-yl)-2-(4-ethanesulfonyl-phenyl)-acetamide